3-(5-(3-chlorophenyl)-4-methylthiazol-2-yl)propanoic acid ClC=1C=C(C=CC1)C1=C(N=C(S1)CCC(=O)O)C